(1-(3-chlorophenyl)cyclopropyl)(4-fluorophenyl)methyl (4-methyl-1-oxo-1-((1-oxo-3-(2-oxopyrrolidin-3-yl)propan-2-yl)amino)pentan-2-yl)carbamate CC(CC(C(NC(C=O)CC1C(NCC1)=O)=O)NC(OC(C1=CC=C(C=C1)F)C1(CC1)C1=CC(=CC=C1)Cl)=O)C